C(CCCCCCCCC)N(CCCNC1=NC(=NC(=N1)NCCCN(CCCCCCCCCC)CCCCCCCCCC)NCCCCO)CCCCCCCCCC 4-((4,6-bis((3-(didecylamino)propyl)amino)-1,3,5-triazin-2-yl)amino)butan-1-ol